C(C)(C)(C)OC(NCC1=CC=C(C=C1)CN1C(=NC=2C1=C(N=NC2Cl)Cl)CCCC)=O (4-((2-butyl-4,7-dichloro-1H-imidazo[4,5-d]pyridazin-1-yl)methyl)benzyl)carbamic acid tert-butyl ester